(S)-5-(4-(2-amino-1-phenylethylamino)-5-(1,3,4-oxadiazol-2-yl)pyrimidin-2-ylamino)-3,3-dimethylisobenzofuran-1(3H)-one NC[C@H](C1=CC=CC=C1)NC1=NC(=NC=C1C=1OC=NN1)NC=1C=C2C(OC(C2=CC1)=O)(C)C